ClC=1C(=NC(=NC1)NC1CCOCC1)C1=CC=C2CN(C(C2=C1)=O)CC(=O)NCC1=CC=C(C=C1)C1CC1 2-(6-{5-chloro-2-[(oxan-4-yl)amino]pyrimidin-4-yl}-1-oxo-2,3-dihydro-1H-isoindol-2-yl)-N-[(4-cyclopropylphenyl)methyl]acetamide